C(C)(=O)N1CC(C1)(C(=O)NC=1C(=NC(=CC1)C)OC(F)F)C1=C(C=CC=C1)C(C)C 1-acetyl-N-(2-(difluoromethoxy)-6-methylpyridin-3-yl)-3-(2-isopropylphenyl)azetidine-3-carboxamide